C(C(=C)C)(=O)OCCCCCCCCCCCP([O-])([O-])=O.[Al+3].C(C(=C)C)(=O)OCCCCCCCCCCCP([O-])([O-])=O.C(C(=C)C)(=O)OCCCCCCCCCCCP([O-])([O-])=O.[Al+3] aluminum 11-methacryloxyundecylphosphonate